N-(1-(5-methyl-1-(4-(trifluoro-methyl)phenyl)-1H-pyrazolo[4,3-b]pyridin-3-yl)pyrrolidin-3-yl)-acrylamide CC1=CC=C2C(=N1)C(=NN2C2=CC=C(C=C2)C(F)(F)F)N2CC(CC2)NC(C=C)=O